2-bromo-6-(5,6-dihydro-2H-pyran-3-yl)pyridine BrC1=NC(=CC=C1)C=1COCCC1